C1(=CC=CC=C1)C1=NC(=CC(=N1)C=1C=C(C=C(C1)N1C2=CC=CC=C2C=2C=C(C=CC12)F)N1C2=CC=CC=C2C=2C=C(C=CC12)F)C1=CC=CC=C1 9,9'-(5-(2,6-diphenylpyrimidin-4-yl)-1,3-phenylene)bis(3-fluoro-9H-carbazole)